6-isopropyl-4H-pyrrolo[3,2-d]Thiazole-2,4-dicarboxylic acid 4-(tert-butyl) 2-methyl ester COC(=O)C=1SC2=C(N1)C(=CN2C(=O)OC(C)(C)C)C(C)C